methyl 5-(1-methylsulfonyl-ethyl)-1-(2-trimethylsilylethoxymethyl)pyrazole-3-carboxylate CS(=O)(=O)C(C)C1=CC(=NN1COCC[Si](C)(C)C)C(=O)OC